1-(2-hydroxyethyl)-2-pyrrolidinone OCCN1C(CCC1)=O